Cl.ClC1=C(C=CC=C1Cl)N1CCN(CC1)CCC1CCC(CC1)NC(=O)N(C)C N-{4-[2-[4-(2,3-dichlorophenyl)piperazine-1-yl]ethyl]cyclohexyl}-N',N'-dimethylurea hydrochloride